C[C@@H](C1=CC=C(C=C1)Br)N (S)-(+)-1-(4-bromophenyl)ethylamine